3,5-difluoro-4'-propylbiphenyl-4-thiocarboxylic acid-3,4,5-trifluorophenyl ester FC=1C=C(C=C(C1F)F)OC(=S)C1=C(C=C(C=C1F)C1=CC=C(C=C1)CCC)F